7-{[4-(3-Fluoropyrrolidin-1-yl)-2-methylphenyl]amino}-2,4-dihydro-1,4-benzoxazin-3-one FC1CN(CC1)C1=CC(=C(C=C1)NC1=CC2=C(NC(CO2)=O)C=C1)C